ClC1=C(C=CC=C1)C[C@@H](C(=O)OCC)NS(=O)(=O)C1=CC=C(C=C1)OC(F)(F)F ethyl (S)-3-(2-chlorophenyl)-2-((4-(trifluoromethoxy)phenyl)sulfonamido)propanoate